C(C)(C)(C)OC(=O)C1=C2C(=C(NC2=CC=C1OC)C)C(C1=CC=CC=C1)=O tert-butoxycarbonyl-3-benzoyl-5-methoxy-2-methylindole